OC=1C=C(C=CC1C(=O)OC)C1N(CCCC1)CC1=C2C=CN(C2=C(C=C1OC)C)C(=O)OC(C)(C)C tert-Butyl 4-((2-(3-hydroxy-4-(methoxycarbonyl)phenyl)piperidin-1-yl)methyl)-5-methoxy-7-methylindole-1-carboxylate